ClC=1C(=CC(=C(C1)S(=O)(=O)NC1=NC=NC=C1)F)N[C@@H]1[C@H](C[C@H](CC1)C1=C(C=CC=C1)C(F)(F)F)N(C)C 5-chloro-4-(((1S,2S,4S)-2-(dimethylamino)-4-(2-(trifluoromethyl)-phenyl)cyclohexyl)amino)-2-fluoro-N-(pyrimidin-4-yl)benzene-sulfonamide